FC([C@@H](OC1=NN(C2=NN=C(C=C21)C=2C(NC(NC2)=O)=O)C)C2=NC=C(C=C2)F)F 5-[3-[(1S)-2,2-difluoro-1-(5-fluoro-2-pyridyl)ethoxy]-1-methyl-pyrazolo[3,4-c]pyridazin-5-yl]-1H-pyrimidine-2,4-dione